ClC=1C2=C(N=CN1)C1=C(N2CC(F)(F)F)C=NC(=C1)CN(C)C 1-(4-chloro-5-(2,2,2-trifluoroethyl)-5H-pyrido[4',3':4,5]pyrrolo[3,2-d]pyrimidin-8-yl)-N,N-dimethylmethanamine